BrC1=CC=C(C=C1)[C@H](C)NC(OCCCC)=O butyl (S)-(1-(4-bromophenyl)ethyl)carbamate